4-isopropylisoquinoline-5-carboxylic acid C(C)(C)C1=CN=CC=2C=CC=C(C12)C(=O)O